N[C@@H](C(=O)NC1=CC=C(C=C1)Cl)CC1=CC=CC=C1 (R)-2-amino-3-phenyl-N-(4-chlorophenyl)-propionamide